The molecule is a tetracyclic triterpenoid (dammarane type) isolated from the stems of Aglaia abbreviata. It has a role as a plant metabolite and an antineoplastic agent. It is a tetracyclic triterpenoid, an acetate ester, a tertiary alcohol and a hydroperoxide. CC(=O)O[C@@H]1CC[C@@]2([C@H]3CC[C@@H]4[C@H](CC[C@]4([C@@]3(CC[C@H]2C1(C)C)C)C)[C@](C)(C/C=C/C(C)(C)OO)O)C